C(C)(C)(C)OC(=O)N1C[C@@H](CC1)NC(C1=CC(=C(C=C1)N1C[C@@H](O[C@@H](C1)C)C)F)=O (R)-3-(4-((cis)-2,6-dimethylmorpholino)-3-fluorobenzamido)pyrrolidine-1-carboxylic acid tert-butyl ester